CN1N=CC(=C1)C=1N=C(C=2N(C1)N=CC2)C=2C=C(C=CC2)NC(C=C)=O N-(3-(6-(1-methyl-1H-pyrazol-4-yl)pyrazolo[1,5-a]pyrazin-4-yl)phenyl)acrylamide